t-Butyl 1-(pyrazin-2-ylcarbamoyl)-6-azaspiro[2.5]octane-6-carboxylate N1=C(C=NC=C1)NC(=O)C1CC12CCN(CC2)C(=O)OC(C)(C)C